BrC=1C=C2C(=NC1)C=C(N2C)C2=CC=C(C=C2)S(=O)(=O)C 6-bromo-1-methyl-2-(4-(methylsulfonyl)phenyl)-1H-pyrrolo[3,2-b]pyridine